1-(Benzyloxy)-3-(2-bromoethoxy)benzene C(C1=CC=CC=C1)OC1=CC(=CC=C1)OCCBr